C(C)C1(OC2=CC=C(C=C2C(C1)=O)C1=NC(=NO1)C1=NC=CC=C1)CC 2,2-diethyl-6-[3-(2-pyridyl)-1,2,4-oxadiazol-5-yl]chroman-4-one